Methyl (2R,3R)-2,4-dibromo-3-hydroxy-butanoate Br[C@@H](C(=O)OC)[C@@H](CBr)O